C(C)(C)C1=CC(=C(C=C1)/C=C/C=O)C (E)-3-(4-isopropyl-2-methylphenyl)acrylaldehyde